C(C)(C)(C)OC(=O)N1CC(CCC1)C1=NC2=NC(=CC=C2C(=C1)C)C1=C(C=C(C=C1C)C)OC tert-butyl-3-[7-(2-methoxy-4,6-dimethyl-phenyl)-4-methyl-1,8-naphthyridin-2-yl]piperidine-1-carboxylate